4-(5-amino-1,3-dioxoisoindolin-2-yl)butanoic acid NC=1C=C2C(N(C(C2=CC1)=O)CCCC(=O)O)=O